C(C)OC(CC(=O)[C@H]1N(CC[C@@H]1O)C(=O)OC(C)(C)C)=O tert-butyl (2S,3S)-2-(3-ethoxy-3-oxopropanoyl)-3-hydroxypyrrolidine-1-carboxylate